2-((3-cyclopropyl-5-(trifluoromethoxy)benzyl)amino)pyrimidine-5-carboxylic acid C1(CC1)C=1C=C(CNC2=NC=C(C=N2)C(=O)O)C=C(C1)OC(F)(F)F